CC(C)(C)CNC1=C(C=2C(=CN=CC2C2=C(C(=C(C=C2)NC=O)N)F)S1)C#N 2-methylpropan-2-yl-{[4-(3-amino-4-formamido-2-fluorophenyl)-3-cyanothieno[2,3-c]pyridin-2-yl]amino}methane